(1H-imidazole-2-yl)-1-(benzenesulfonyl)-1H-indole N1C(=NC=C1)C=1N(C2=CC=CC=C2C1)S(=O)(=O)C1=CC=CC=C1